BrC=1C=C2C=CN(C2=C(C1)C(=O)O)CC1=CC=C(C=C1)C(F)(F)F 5-bromo-1-(4-(trifluoromethyl)benzyl)-1H-indole-7-carboxylic acid